BrC=1C=C2C(=C(C(N(C2=NC1)CCN1CCOCC1)=O)C(=O)NC1CC2(C1)CCC2)O 6-bromo-4-hydroxy-1-(2-morpholinoethyl)-2-oxo-N-(spiro[3.3]hept-2-yl)-1,2-dihydro-1,8-naphthyridine-3-carboxamide